C(#N)C1(CC1)C=1C=C(C(=O)NC(C)C=2N(N=CN2)C2=NC=NC(=C2)C2=NC=CC=C2)C=C(C1)OC(F)F 3-(1-cyanocyclopropyl)-5-(difluoromethoxy)-N-[1-[2-[6-(2-pyridyl)pyrimidin-4-yl]-1,2,4-triazol-3-yl]ethyl]benzamide